ClC=1C=C2C(=NNC2=CC1OCCOC)C1=CC(=NO1)C1=CC=C(C=C1)N1N=CN=C1 5-Chloro-6-(2-methoxyethoxy)-3-{3-[4-(1H-1,2,4-triazol-1-yl)phenyl]-1,2-oxazol-5-yl}-1H-indazole